4-chloro-7-fluoroquinazoline ClC1=NC=NC2=CC(=CC=C12)F